CCCCCCCCCCCCCCCC(=O)OC[C@@H]([C@@H]1C(=C(C(=O)O1)O)O)OC(=O)CCCCCCCCCCCCCCC The molecule is a fatty acid ester obtained by the formal condensation of the hydroxy groups at positions 5 and 6 of L-ascorbic acid with two molecules of palmitic acid. It has a role as a plant metabolite. It is an ascorbic acid derivative and a fatty acid ester. It derives from a L-ascorbic acid and a hexadecanoic acid.